(2-(7-aminohept-1-yn-1-yl)-5-(piperazin-1-yl)phenyl)methanol NCCCCCC#CC1=C(C=C(C=C1)N1CCNCC1)CO